ClC1=CC=C(C=C1)NC(NC=1SC2=C(N1)C=CC(=C2)N(C(=O)NC2=CC=C(C=C2)Cl)CCN2CCOCC2)=O {2-[3-(4-chlorophenyl)ureido]benzo[d]thiazol-6-yl}-1-[2-(4-morpholinyl)ethyl]-3-(4-chlorophenyl)urea